2-(1-Methyl-1H-pyrazol-3-yl)-7-(pyridin-2-yl)thieno[3,2-d]pyrimidin-4-ol CN1N=C(C=C1)C=1N=C(C2=C(N1)C(=CS2)C2=NC=CC=C2)O